(1R,2S)-5'-methoxy-2-(3-{[2-methyl-6-(propan-2-yl)pyrimidin-4-yl]amino}-1H-indazol-6-yl)spiro[cyclopropane-1,3'-indol]-2'(1'H)-one COC=1C=C2[C@]3(C(NC2=CC1)=O)[C@@H](C3)C3=CC=C1C(=NNC1=C3)NC3=NC(=NC(=C3)C(C)C)C